C1(CC1)SC1=CC(=C(CCN)C=C1OC)OC 4-cyclopropylthio-2,5-di-methoxyphenethylamine